[1-[(5R)-4-(6-Oxaspiro[3.3]heptan-2-ylamino)-5-oxido-6,7-dihydrothieno[3,2-d]pyrimidin-5-ium-2-yl]azetidin-3-yl]-thiazol-4-carboxylat C1C(CC12COC2)NC=2C1=C(N=C(N2)N2CC(C2)OC(=O)C=2N=CSC2)CC[S@+]1[O-]